CNC(C1=CC=C(C=C1)C1=CN=CC=2C(N(C=CC12)CC=1N=C2N(C=C(C=C2)C)C1)=O)=O N-methyl-4-[7-({6-methylimidazo[1,2-a]pyridin-2-yl}methyl)-8-oxo-7,8-dihydro-2,7-naphthyridin-4-yl]benzamide